NC=1C(=NC(=C(C1)OC)OC)C(=O)N 3-amino-5,6-dimethoxypicolinamide